FC1=CC=C(C=C1)CN1C(C=2NC=3N(C(C2C1)=O)N=C(C3)C3=CC=NC=C3)=O 6-[(4-fluorophenyl)methyl]-2-(pyridin-4-yl)-6,7-dihydro-4H-pyrazolo[1,5-a]pyrrolo[3,4-d]pyrimidine-5,8-dione